2,4,6-trifluoro-N-(5-(4-(4-(2-fluoroacryloyl)piperazin-1-yl)quinazolin-6-yl)-2-methoxypyridin-3-yl)benzenesulfonamide FC1=C(C(=CC(=C1)F)F)S(=O)(=O)NC=1C(=NC=C(C1)C=1C=C2C(=NC=NC2=CC1)N1CCN(CC1)C(C(=C)F)=O)OC